FC1=NN(C=C1N1C(N(C=2C=NC=3C=C(C(=CC3C21)C=2C=NN(C2)C)OCC)C)=O)C 1-(3-Fluoro-1-methyl-1H-pyrazol-4-yl)-7-ethoxy-3-methyl-8-(1-methyl-1H-pyrazol-4-yl)-1,3-dihydroimidazo[4,5-c]quinolin-2-one